BrC=1C=C2C(N(C=3N(C2=CC1)[C@@H](CN3)C)C)=O (1R)-7-bromo-1,4-dimethyl-1H,2H-imidazo[1,2-a]quinazolin-5-one